BrC=1C(=NC(=CC1)Cl)N1CC(C1)O[Si](C)(C)C(C)(C)C [1-(3-Bromo-6-chloro-2-pyridyl)azetidin-3-yl]oxy-tert-butyl-dimethyl-silane